FC(OC1=C(C=C(C=C1)OC(F)F)C1=NN(C=C1NC(=O)C=1C=NN2C1N=CC=C2)CC=2N=NN(N2)CCN(C2CN(C2)C)C)F N-[3-[2,5-bis(difluoromethoxy)phenyl]-1-[[2-[2-[methyl-(1-methylazetidin-3-yl)amino]ethyl]tetrazol-5-yl]methyl]pyrazol-4-yl]pyrazolo[1,5-a]pyrimidine-3-carboxamide